FC1(C(N(C(C(O1)(F)F)(F)F)C(C(C(F)(F)F)(C1OC(CC1)C(C(OC(C(C(OC(F)(F)F)(F)F)(F)F)(F)F)F)(F)F)F)F)(F)F)F 2,2,3,3,5,5,6,6-octafluoro-4-(1,2,3,3,3-pentafluoro-2-(5-(1,1,2-trifluoro-2-(1,1,2,2,3,3-hexafluoro-3-(trifluoromethoxy)propoxy)ethyl)tetrahydrofuran-2-yl)propyl)morpholine